hydrogen (3-((6-amino-2-(2-aminoethoxy)-8-hydroxy-9H-purin-9-yl) methyl) benzyl) phosphonate P(O)(OCC1=CC(=CC=C1)CN1C2=NC(=NC(=C2N=C1O)N)OCCN)=O